C(C)(C)(C)N1N=C(C=C1NC(=O)C1=CC(=NN1C(F)(F)F)COC)[C@H]1C[C@H](CO1)N(C(O)=O)C1(CC1)C.CC(=CC(=O)N)C DIMETHYL-ACRYLAMIDE (3R,5R)-5-(1-(tert-butyl)-5-(3-(methoxymethyl)-1-(trifluoromethyl)-1H-pyrazole-5-carboxamido)-1H-pyrazol-3-yl)tetrahydrofuran-3-yl-(1-methylcyclopropyl)carbamate